Cl.N[C@@H](CCCCN)C(=O)O L-lysine hydrochloride salt